Bismuth potassium sodium copper iron [Fe].[Cu].[Na].[K].[Bi]